tri-n-butyl-monomethyl-ammonium hydrogen carbonate C(O)([O-])=O.C(CCC)[N+](C)(CCCC)CCCC